2-(6-amino-9H-purin-9-yl)-5-(hydroxymethyl)tetrahydrofuran-3-yl-valine NC1=C2N=CN(C2=NC=N1)C1OC(CC1N[C@@H](C(C)C)C(=O)O)CO